ClC1=NC(=C2N=CN(C2=N1)[C@H]1[C@@H]([C@@H](C(O1)=COCP(O)(O)=O)O)O)NC1CCC1 ({[(2R,3S,4R,5R)-5-[2-chloro-6-(cyclobutylamino)-9H-purin-9-yl]-3,4-dihydroxyoxolanyl-2-yl]methoxy}methyl)phosphonic acid